OC1=C(COC1)C(=O)OC methyl 4-hydroxy-2,5-dihydrofuran-3-carboxylate